3-(dimethylsulfamoyl)benzoic acid CN(S(=O)(=O)C=1C=C(C(=O)O)C=CC1)C